(S)-1-ethyl-6-((4-((2-hydroxy-1-phenylethyl)amino)-5-(3-morpholino-1,2,4-oxadiazol-5-yl)pyridin-2-yl)amino)-1,2-dihydro-3H-pyrazolo[3,4-b]pyridin-3-one C(C)N1NC(C=2C1=NC(=CC2)NC2=NC=C(C(=C2)N[C@H](CO)C2=CC=CC=C2)C2=NC(=NO2)N2CCOCC2)=O